iron tris(2,6-dimethyl-3,5-heptanedione) CC(C)C(CC(C(C)C)=O)=O.CC(C)C(CC(C(C)C)=O)=O.CC(C)C(CC(C(C)C)=O)=O.[Fe]